tert-butyl 1-(6-chloro-4-isopropyl-2,7-naphthyridin-1-yl)-1,6-diazaspiro[3.4]octane-6-carboxylate ClC=1C=C2C(=CN=C(C2=CN1)N1CCC12CN(CC2)C(=O)OC(C)(C)C)C(C)C